N1=C(N=CC=C1)C1=CN=[N+](C=C1)CCC(=O)Cl 3-(4-pyrimidin-2-ylpyridazin-1-ium-1-yl)propionic acid chloride